N-(cis-2-bicyclopropyl-2-ylphenyl)-3-difluoromethyl-1-methyl-1H-pyrazole-4-carboxamide C1(C(C1)C1=C(C=CC=C1)NC(=O)C=1C(=NN(C1)C)C(F)F)C1CC1